tert-butyl (4-(2-fluoropyridin-4-yl)butyl)carbamate FC1=NC=CC(=C1)CCCCNC(OC(C)(C)C)=O